FC(C(=O)O)(F)F.FC1=C(C=C(C=C1)F)C1=C(C(=NC=C1)C=1CCOCC1)N 4-(2,5-difluorophenyl)-2-(3,6-dihydro-2H-pyran-4-yl)pyridin-3-amine 2,2,2-trifluoroacetic acid salt